BrC=1C=C2C(=NC1)NC=C2C(=O)N=[N+]=[N-] 5-bromo-1H-pyrrolo[2,3-b]pyridine-3-carbonyl azide